benzyl 4-[2-[[(4-cyclopropyloxybenzyl)amino]methyl]-5-fluorobenzamido]piperidine-1-carboxylate C1(CC1)OC1=CC=C(CNCC2=C(C(=O)NC3CCN(CC3)C(=O)OCC3=CC=CC=C3)C=C(C=C2)F)C=C1